S-2-((1-mercapto-3-((2-mercaptoethyl)thio)propan-2-yl)thio)ethyl-isothiourea SCC(CSCCS)SCCSC(N)=N